C(C)(C)(C)OC(NC=1C=C2C=CN(C2=CC1Cl)CC1=CC(=CC=C1)C(F)(F)F)=O (6-chloro-1-(3-(trifluoromethyl)benzyl)-1H-indol-5-yl)-carbamic acid tert-butyl ester